(R)-5-(3-(azetidin-2-ylmethoxy)-5-methylisoxazol-4-yl)-N-(5-methylpyrazin-2-yl)pyrazolo[1,5-a]pyridin-2-amine N1[C@H](CC1)COC1=NOC(=C1C1=CC=2N(C=C1)N=C(C2)NC2=NC=C(N=C2)C)C